methyl 5-chloro-2-(1-(trifluoromethyl)cyclopropane-1-carboxamido)benzoate ClC=1C=CC(=C(C(=O)OC)C1)NC(=O)C1(CC1)C(F)(F)F